CC1=C2C=C(C=NC2=CC(=C1)C)C1=CSC=C1 5,7-Dimethyl-3-thiophen-3-yl-quinoline